4-[4-[(5S)-5-aminospiro[5,7-dihydrocyclopenta[b]pyridine-6,4'-piperidine]-1'-yl]-6-methyl-pyrazolo[1,5-a]pyrazin-7-yl]-3-fluoro-1-methyl-pyridin-2-one N[C@@H]1C=2C(=NC=CC2)CC12CCN(CC2)C=2C=1N(C(=C(N2)C)C2=C(C(N(C=C2)C)=O)F)N=CC1